(4-propoxybenzoyl)germanium C(CC)OC1=CC=C(C(=O)[Ge])C=C1